BrC1OC(C2=CC(=C(C=C12)Br)C)=O 3,5-dibromo-6-methyl-3H-isobenzofuran-1-one